6-(4-Acetylcyclohexyl)-N-[(6-amino-2-pyridyl)sulfonyl]-2-(2,4,6-trimethylphenoxy)pyridin-3-carboxamid C(C)(=O)C1CCC(CC1)C1=CC=C(C(=N1)OC1=C(C=C(C=C1C)C)C)C(=O)NS(=O)(=O)C1=NC(=CC=C1)N